cyclopentyl-(7-(2-fluoro-4-(1H-pyrazol-4-yl)phenyl)-2,7-diazaspiro[4.4]nonan-2-yl)methanone C1(CCCC1)C(=O)N1CC2(CC1)CN(CC2)C2=C(C=C(C=C2)C=2C=NNC2)F